C(C)(C)OC=1C(=NC=CC1)C(=O)N 3-isopropoxypicolinamide